N'-{(7-benzyl-1,4,7-triazacyclononane-1,4-diyl)bis[methylene(2-hydroxy-5-methyl-3,1-phenylene)]}bis(2,3-dihydroxypropanamide) C(C1=CC=CC=C1)N1CCN(CCN(CC1)CC=1C(=C(C=C(C1)C)C(C(=O)N)(CO)O)O)CC=1C(=C(C=C(C1)C)C(C(=O)N)(CO)O)O